ClC=1N=C(C2=C(N1)N=C(S2)N2CCC(CC2)N(C)C)N2CCOCC2 1-(5-chloro-7-morpholinothiazolo[4,5-d]pyrimidin-2-yl)-N,N-dimethylpiperidin-4-amine